benzyl (4R,7S)-7-(((tert-butyldimethylsilyl)oxy)methyl)-1-oxa-6-azaspiro[3.5]nonane-6-carboxylate [Si](C)(C)(C(C)(C)C)OC[C@H]1N(C[C@]2(CCO2)CC1)C(=O)OCC1=CC=CC=C1